4-fluoro-N-{2-fluoro-3-[6-oxo-4-(trifluoromethyl)-1,6-dihydropyrimidin-2-yl]-4-(trifluoromethyl)benzyl}-1-(8-methylquinolin-2-yl)piperidine-4-carboxamide FC1(CCN(CC1)C1=NC2=C(C=CC=C2C=C1)C)C(=O)NCC1=C(C(=C(C=C1)C(F)(F)F)C=1NC(C=C(N1)C(F)(F)F)=O)F